C(C1=CC=CC=C1)OC1=CC=C2CCCC3(CCC=4C(=NC(=NC4C3)SC)N3[C@H]4CN(C[C@@H]3CC4)C(=O)OCC=C)C2=C1 Allyl (1R,5S)-8-(7-(benzyloxy)-2'-(methylthio)-3,4,5',8'-tetrahydro-2H,6'H-spiro[naphthalene-1,7'-quinazolin]-4'-yl)-3,8-diazabicyclo[3.2.1]octane-3-carboxylate